ClC1=CC=C(C=C1)C(C=1C=CC(=NC1)C#N)OC1=CC=C2C(CCOC2=C1C)=O 5-((4-chlorophenyl)((8-methyl-4-oxochroman-7-yl)oxy)methyl)picolinonitrile